O1CCCC2=CC(=CC=C12)CN1CC(N(C(C1)=O)C1CC2(C1)CCN(CC2)C(=O)OC(C)(C)C)C2=C(C=CC=C2)C(C)C tert-butyl 2-(4-(chroman-6-ylmethyl)-2-(2-isopropylphenyl)-6-oxopiperazin-1-yl)-7-azaspiro[3.5]nonane-7-carboxylate